1-(4-(4-([1,4'-Bipiperidin]-4-yl)piperazin-1-yl)phenyl)dihydropyrimidine-2,4(1H,3H)-dione trihydrochloride Cl.Cl.Cl.N1(CCC(CC1)N1CCN(CC1)C1=CC=C(C=C1)N1C(NC(CC1)=O)=O)C1CCNCC1